C[C@H]1CC[C@@H](NC1)C=1C=CC2=C(N=C(S2)CC(C)N)C1 (5-((2R,5S)-5-methylpiperidin-2-yl)benzo[d]thiazol-2-yl)propan-2-amine